O1C(COCC1)CNC1=C(C=C(C=C1)S(=O)(=O)NC(C1=C(N=C(C=C1)N1CCC2(CC(C2)N2C(CCC2)C2=C(C=CC=C2)C(C)C)CC1)OC=1C=C2C(=NC1)NC=C2)=O)[N+](=O)[O-] N-((4-(((1,4-dioxan-2-yl)methyl)amino)-3-nitrophenyl)sulfonyl)-2-((1H-pyrrolo[2,3-b]pyridin-5-yl)oxy)-6-(2-(2-(2-isopropylphenyl)pyrrolidin-1-yl)-7-azaspiro[3.5]Nonan-7-yl)nicotinamide